N-(azetidin-3-yl)-2-chloro-4-[[3-[3-(trifluoromethyl)-1H-pyrazol-4-yl]imidazo[1,2-a]pyrazin-8-yl]amino]benzamide N1CC(C1)NC(C1=C(C=C(C=C1)NC=1C=2N(C=CN1)C(=CN2)C=2C(=NNC2)C(F)(F)F)Cl)=O